3-(4-(2-morpholinoethoxy)phenyl)thieno[2',3':4,5]benzo[1,2-d]isoxazole-4,8-dione O1CCN(CC1)CCOC1=CC=C(C=C1)C1=NOC2=C1C(C1=C(C2=O)SC=C1)=O